1,1'-(2-(3-fluorophenyl)propane-1,3-diyl)bis(7-methoxy-4,9-dihydro-3H-pyrido[3,4-b]indole) FC=1C=C(C=CC1)C(CC1=NCCC2=C1NC1=CC(=CC=C21)OC)CC2=NCCC1=C2NC2=CC(=CC=C12)OC